ClC1=CC(=C2C(=CN(C2=C1Cl)CCNC(OC(C)(C)C)=O)C=1C=NN(C1)C1OCCCC1)OCC#N tert-Butyl (2-(6,7-dichloro-4-(cyanomethoxy)-3-(1-(tetrahydro-2H-pyran-2-yl)-1H-pyrazol-4-yl)-1H-indol-1-yl)ethyl)carbamate